NC1=C(N=NN1CC1=C(C=CC=C1)I)C(=O)N 5-amino-1-(2-iodobenzyl)-1H-1,2,3-triazole-4-carboxamide